1-(trimethylsilyl)-dec-1-yne C[Si](C#CCCCCCCCC)(C)C